tert-butyl N-[(1S)-1-[(1R,2S,5S)-2-[[3-amino-1-(cyclopropylmethyl)-2-hydroxy-3-oxo-propyl]carbamoyl]-6,6-dimethyl-3-azabicyclo[3.1.0]hexane-3-carbonyl]-2-methyl-propyl]carbamate NC(C(C(CC1CC1)NC(=O)[C@@H]1[C@H]2C([C@H]2CN1C(=O)[C@H](C(C)C)NC(OC(C)(C)C)=O)(C)C)O)=O